(3S,4S)-3-fluoro-N-(7-methoxy-4-(1-methyl-3-phenyl-1H-pyrazol-4-yl)quinazolin-6-yl)-1-methylpiperidine-4-carboxamide F[C@@H]1CN(CC[C@H]1C(=O)NC=1C=C2C(=NC=NC2=CC1OC)C=1C(=NN(C1)C)C1=CC=CC=C1)C